C1(=C(C(=CC(=C1)C)C)[B-](C1=C(C=C(C=C1C)C)C)(C1=C(C=C(C=C1C)C)C)C1=C(C=C(C=C1C)C)C)C.C(C)(C)(C)[PH+](C1=CC(=CC(=C1)CC)CC)C(C)(C)C di-(tert-butyl)(3,5-diethylphenyl)phosphonium tetramesitylborate